5-chloro-4-[7-(1,1-dioxo-1,4-thiazinan-4-yl)-1H-indol-3-yl]-N-[(3S)-3-piperidyl]pyrimidin-2-amine ClC=1C(=NC(=NC1)N[C@@H]1CNCCC1)C1=CNC2=C(C=CC=C12)N1CCS(CC1)(=O)=O